BrC=1C=C(C=C(C1)NCCN)NC(=O)NC1=C(C(=CC=C1)F)CO 1-[3-bromo-5-(2-aminoethylamino)phenyl]-3-(3-fluoro-2-hydroxymethylphenyl)urea